Sodium mesilate CS(=O)(=O)[O-].[Na+]